7-chloro-5-(4-(4-(trifluoromethoxy)phenoxy)piperidin-1-yl)-[1,2,4]triazolo[4,3-a][1,5]naphthyridine-4-carbonitrile ClC=1N=C2C(=C(C=3N(C2=CC1)C=NN3)C#N)N3CCC(CC3)OC3=CC=C(C=C3)OC(F)(F)F